NC=1C(=NC(=C(C1)Br)Cl)C(=O)OC methyl 3-amino-5-bromo-6-chloropicolinate